The molecule is a phenylalkylamine that is benzene in which one of the hydrogens is substituted by a 3-aminopropyl group. It is a phenylalkylamine, a member of benzenes and a primary amino compound. It is a conjugate base of a 3-phenylpropylaminium. C1=CC=C(C=C1)CCCN